N-(2'-methoxy-3'-(3-(4-methylpiperazin-1-yl)isoxazol-5-yl)-[1,1'-biphenyl]-4-yl)acetamide COC1=C(C=CC=C1C1=CC(=NO1)N1CCN(CC1)C)C1=CC=C(C=C1)NC(C)=O